C12CN(CC(O1)C2)C2=CC=1C(=C(N=NC1N[C@H](C)C1=C(C(=CC=C1)C(F)(F)F)C)C)C=N2 7-(6-oxa-3-azabicyclo[3.1.1]heptan-3-yl)-4-methyl-N-((R)-1-(2-methyl-3-(trifluoromethyl)phenyl)ethyl)pyrido[3,4-d]pyridazin-1-amine